nonylene glycol divinyl ether C(=C)OCCCCCCCCCOC=C